C(=C)C1=CC=C(C=C1)O.[K] potassium (4-vinylphenol)